2-[2-(Fmoc-amino)ethoxy]acetic acid C(=O)(OCC1C2=CC=CC=C2C2=CC=CC=C12)NCCOCC(=O)O